N-(Cyclopropylmethyl)-N-[3-methoxy-5-(trifluoromethyl)phenyl]-3-(1-methylpyrazol-4-yl)quinoxalin-6-amine C1(CC1)CN(C=1C=C2N=C(C=NC2=CC1)C=1C=NN(C1)C)C1=CC(=CC(=C1)C(F)(F)F)OC